NCN1CCC(C(=C1)Cl)=O 1-(aminomethyl)-5-chloro-4-oxo-3,4-dihydropyridine